FC1([C@@H]2CN([C@H](C1)C2)C=2N=C1N(C(C2C)=O)C=C(C=C1[C@@H](C)NC1=C(C(=O)O)C=CC=C1)C)F 2-(((R)-1-(2-((1S,4S)-5,5-difluoro-2-azabicyclo[2.2.1]heptan-2-yl)-3,7-dimethyl-4-oxo-4H-pyrido[1,2-a]pyrimidin-9-yl)ethyl)amino)benzoic acid